C(CCC=O)=O butanedial